CC=1C=C(C=CC1C)C=1NC(C=2N(C1)N=C(C2)C(=O)N[C@H](C)C2=CC=C(C=C2)C(F)(F)F)=O 6-(3,4-Dimethylphenyl)-4-oxo-N-{(1R)-1-[4-(trifluoromethyl)phenyl]ethyl}-4,5-dihydropyrazolo-[1,5-a]pyrazine-2-carboxamide